[NH4+].O1C=CC=CC=C1 oxepin ammonium